ethyl 2-(3-bromo-4-methoxyphenyl)-2-((4-(trifluoromethoxy)phenyl)sulfonamido)acetate BrC=1C=C(C=CC1OC)C(C(=O)OCC)NS(=O)(=O)C1=CC=C(C=C1)OC(F)(F)F